N[C@@H]1[C@H](CCC1)C1=C(C2=NC(=CC(=C2S1)NCC=1SC=CC1)Cl)C 2-((1s,2s)-2-aminocyclopentyl)-5-chloro-3-methyl-N-(thiophen-2-ylmethyl)thieno[3,2-b]pyridin-7-amine